5-((2,6-dioxopiperidin-3-yl)oxy)-2-(piperidin-4-yl)phenyl sulfurofluoridate S(OC1=C(C=CC(=C1)OC1C(NC(CC1)=O)=O)C1CCNCC1)(=O)(=O)F